FC(C1=CC=CC=2N1C=C(N2)CN)(F)F (5-(Trifluoromethyl)imidazo[1,2-a]pyridin-2-yl)methylamine